tert-butyl N-[5-({5-bromo-2-[(tert-butoxycarbonyl)aminosulfonyl]phenyl}amino)pentyl]carbamate BrC=1C=CC(=C(C1)NCCCCCNC(OC(C)(C)C)=O)S(=O)(=O)NC(=O)OC(C)(C)C